(E)-3-(2,3-difluorophenyl)but-2-enenitrile FC1=C(C=CC=C1F)/C(=C/C#N)/C